[C].C(C=CC1=CC=CC=C1)(=O)O cinnamic acid carbon